6-fluoro-1,5-naphthyridine-2-yl triflate O(S(=O)(=O)C(F)(F)F)C1=NC2=CC=C(N=C2C=C1)F